BrC1=CC(=CC(=N1)C1=CCCN(C1)C(=O)OC(C)(C)C)Cl tert-butyl 5-(6-bromo-4-chloro-2-pyridyl)-3,6-dihydro-2H-pyridine-1-carboxylate